COCC1=NC2=C(N1C)C=C(C(=C2)C=2C=C(N)C=CC2)C(F)(F)F 3-(2-(methoxymethyl)-1-methyl-6-(trifluoromethyl)-1H-benzo[d]imidazol-5-yl)aniline